ClC=1C=CC(=C(C1)N1CON(CO1)C(C(=O)NC1=CC=2N(C=C1)N=CC2)CC2=CC=CC=C2)N2N=NC(=C2)Cl 2-(4-(5-chloro-2-(4-chloro-1H-1,2,3-triazol-1-yl)phenyl)-2,5-dioxapiperazin-1-yl)-3-phenyl-N-(pyrazolo[1,5-a]pyridin-5-yl)propanamide